(6-(trifluoromethyl)pyridin-2-yl)-1,3,5-triazine-2,4(1H,3H)-dione FC(C1=CC=CC(=N1)N1C(NC(N=C1)=O)=O)(F)F